C(N)(O[C@H]1C(N(C[C@@H](C1)F)C(=O)C=1C=CC=2N(C1)N=C(C2C)C2=CC=1C(=NC(=CC1)C=1C=C3CNC(C3=CC1)=O)N2CC2CC2)C(C)(C)C)=O Tert-butyl-((3R,5R)-1-(2-(1-(cyclopropylmethyl)-6-(1-oxoisoindolin-5-yl)-1H-pyrrolo[2,3-b]pyridin-2-yl)-3-methylpyrazolo[1,5-a]pyridine-6-carbonyl)-5-fluoropiperidin-3-yl) carbamate